tert-butyl (S)-4-(7-bromo-2,6-dichloro-3-cyanoquinolin-4-yl)-2-(cyanomethyl)piperazine-1-carboxylate BrC1=C(C=C2C(=C(C(=NC2=C1)Cl)C#N)N1C[C@@H](N(CC1)C(=O)OC(C)(C)C)CC#N)Cl